C1C(CC2=CC=CC=C12)C(C(=O)N[C@@H](C(O)C1=CC(=C(C=C1)OC)F)CN1CCCC1)(F)F 2-(2,3-dihydro-1H-inden-2-yl)-2,2-difluoro-N-((2R)-1-(3-fluoro-4-methoxyphenyl)-1-hydroxy-3-(pyrrolidin-1-yl)propan-2-yl)acetamide